N-(2-hydroxy-3-(3-(tris(trimethylsilyloxy)silyl)-propyloxy)propyl)-2-methyl-acrylamide OC(CNC(C(=C)C)=O)COCCC[Si](O[Si](C)(C)C)(O[Si](C)(C)C)O[Si](C)(C)C